1-(((Benzyloxy)(hydroxy)phosphoryl)oxy)ethyl-3-(4-(diisobutylamino)-3-(3-(p-tolyl)ureido)phenyl)pentanoate C(C1=CC=CC=C1)OP(=O)(O)OC(C)OC(CC(CC)C1=CC(=C(C=C1)N(CC(C)C)CC(C)C)NC(=O)NC1=CC=C(C=C1)C)=O